ClC=1C=C(C=CC1)C1(C2=CC=CC=C2C=2C=CC=CC12)C=1C=C(C=CC1)C1=NC=NC(=N1)C1=CC=CC=C1 4-(3-(9-(3-chlorophenyl)-9H-fluoren-9-yl)phenyl)-6-phenyl-1,3,5-triazine